C1(CC1)C1=C(C=NC=C1)N(C=1C=NC(=CC1)C(F)(F)F)C1CCNCC1 N-(4-cyclopropyl-3-pyridyl)-N-(4-piperidyl)-6-(trifluoromethyl)pyridin-3-amine